cerium carbonate C([O-])([O-])=O.[Ce+3].C([O-])([O-])=O.C([O-])([O-])=O.[Ce+3]